4-[(R)-5-methyl-4-((R)-1,1,1-trifluoro-2-hydroxypropan-2-yl)-5,6-dihydropyrazolo[1',5':1,2]pyrido[3,4-d]pyridazin-9-yl]bicyclo[2.2.2]octane-1-carboxylic acid C[C@H]1CN2C(C=3C=NN=C(C31)[C@@](C(F)(F)F)(C)O)=CC(=N2)C23CCC(CC2)(CC3)C(=O)O